bis(2,4-di-tert-butylphenyl)pentaerythritol diphosphonite P(O)OPO.C(C)(C)(C)C1=C(C=CC(=C1)C(C)(C)C)C(O)(C(CO)(CO)CO)C1=C(C=C(C=C1)C(C)(C)C)C(C)(C)C